CN(C)CC1=C2[C@@]3(CN(CC2=CC(=C1)CN1C(=NC=C1)C)C(C)C1=NC=C(C(=C1)OCC)F)C(C3)=O (S)-5'-((dimethylamino)methyl)-2'-(1-(4-ethoxy-5-fluoropyridin-2-yl)ethyl)-7'-((2-methyl-1H-imidazol-1-yl)methyl)-2',3'-dihydro-1'H-spiro[cyclopropan-1,4'-isoquinolin]-one